Cl.FC=1C(=CC2=C(C=NC(CO2)C(C)C)C1)OC 7-fluoro-3-isopropyl-8-methoxy-2,3-dihydro-1,4-benzoxazepine hydrochloride